2-cyano-1-[4-(methylsulfonyl)-2-trifluoromethylphenyl]-3-(1-methylcyclopropyl)propane C(#N)C(CC1=C(C=C(C=C1)S(=O)(=O)C)C(F)(F)F)CC1(CC1)C